ClC=1C=NC=CC1C(CO)NC1=NC=NC2=C(C=C(C=C12)C1=CC=C(C=C1)F)OC 2-(3-Chloro-4-pyridinyl)-2-[[6-(4-fluorophenyl)-8-methoxy-quinazolin-4-yl]amino]ethanol